[(3S)-1-methylpyrrolidin-3-yl] 2-[6-[5-(6-methyl-2-pyridyl)-1H-imidazol-4-yl]-3-quinolyl]thiazole-4-carboxylate CC1=CC=CC(=N1)C1=C(N=CN1)C=1C=C2C=C(C=NC2=CC1)C=1SC=C(N1)C(=O)O[C@@H]1CN(CC1)C